OC[C@H]1N(CC1(C)C)C(=O)OC(C)(C)C tertbutyl (S)-2-(hydroxymethyl)-3,3-dimethylazetidine-1-carboxylate